NC=1C=2N(C3=CC(=CC=C3N1)C(=O)N(CC)[C@H](C(F)F)C1=C(C=C(C=C1)C(F)(F)F)F)C=NC2 (S)-4-amino-N-(2,2-difluoro-1-(2-fluoro-4-(trifluoromethyl)phenyl)ethyl)-N-ethylimidazo[1,5-a]quinoxaline-8-carboxamide